C(C)OC(CN1CC[C@]2(CN(CCN2C)C(=O)OCC2=CC=CC=C2)CCC1=O)=O benzyl (S)-9-(2-ethoxy-2-oxoethyl)-1-methyl-10-oxo-1,4,9-triazaspiro[5.6]dodecane-4-carboxylate